FC1=CC=C(C=C1)N1C=C(C=CC1=O)C(=O)O 1-(4-Fluorophenyl)-6-oxo-pyridine-3-carboxylic acid